1-((benzylsulfonyl)methyl)-4-nitrobenzene C(C1=CC=CC=C1)S(=O)(=O)CC1=CC=C(C=C1)[N+](=O)[O-]